C[C@@H]1N(C[C@H](NC1)C)C1=CC(=C(C#N)C=C1)C(F)(F)F 4-((2S,5R)-2,5-dimethylpiperazin-1-yl)-2-(trifluoromethyl)benzonitrile